C1=C(C(=CC=2SC3=CC=CC=C3SC12)COC1=C(C2=CC=CC=C2C=C1)C1=C(C=CC2=CC=CC=C12)OCCO)COC1=C(C2=CC=CC=C2C=C1)C1=C(C=CC2=CC=CC=C12)OCCO 2,2'-[thianthrene-2,3-diylbis(methyleneoxy[1,1'-binaphthalene]-2',2-diyloxy)]di(ethan-1-ol)